CN(C1=NC2=CC=C(C=C2C=N1)CN(C=1C=NNC1)C)C1CCNCC1 N-methyl-6-((methyl(1H-pyrazol-4-yl)amino)methyl)-N-(piperidin-4-yl)quinazolin-2-amine